tert-butyl ((4-(3-cyanoazetidin-1-yl)-1-(4-(trifluoromethoxy)phenyl)-1H-pyrazolo[3,4-b]pyridin-3-yl)methyl)carbamate C(#N)C1CN(C1)C1=C2C(=NC=C1)N(N=C2CNC(OC(C)(C)C)=O)C2=CC=C(C=C2)OC(F)(F)F